ClC\C=C(/CO[Si](C)(C)C)\CC\C=C(\CCC=C(C)C)/C (((2Z,5E)-2-(2-chloroethylidene)-6,10-dimethylundeca-5,9-dien-1-yl)oxy)-trimethylsilane